NC=1C=CC(=C(C1)N1N=C(C=2C=NC(=CC21)C=2C=NN1C2N=CC=C1)NCCN(C)C)OC N1-(1-(5-Amino-2-methoxyphenyl)-6-(pyrazolo[1,5-a]pyrimidin-3-yl)-1H-pyrazolo[4,3-c]pyridin-3-yl)-N2,N2-dimethylethane-1,2-diamine